N(=[N+]=[N-])CCOCCOCCOCCOC[C@H]1OC[C@H]([C@@H]2[C@H]1OC(O2)(C)C)NC(C(F)(F)F)=O N-((3aR,4R,7R,7aR)-4-(13-azido-2,5,8,11-tetraoxatridecyl)-2,2-dimethyltetrahydro-4H-[1,3]dioxolo[4,5-c]pyran-7-yl)-2,2,2-trifluoroacetamide